3,6-dichloro-4-(2,5-dimethyl-1H-pyrrol-1-yl)pyridazine ClC=1N=NC(=CC1N1C(=CC=C1C)C)Cl